[Cu].NC1=NC=C(C2=C1C=NN2COCC[Si](C)(C)C)NC(=O)C(=O)N(CC2=NC=CC=C2)CC=2C=C(C=CC2)C N-[4-amino-1-(2-trimethylsilylethoxymethyl)pyrazolo[4,3-c]pyridin-7-yl]-N'-(m-tolylmethyl)-N'-(2-pyridylmethyl)oxamide Copper